methyl N-[4-carbamoyl-1-[4-(cyanomethyl)-1-[[4-(cyclopenten-1-yl)phenyl]methyl]-3-fluoro-4-piperidyl]pyrazol-3-yl]carbamate C(N)(=O)C=1C(=NN(C1)C1(C(CN(CC1)CC1=CC=C(C=C1)C1=CCCC1)F)CC#N)NC(OC)=O